2-(dimethyl-phenyl)-1-butanone CC=1C(=C(C=CC1)C(C=O)CC)C